C(C=C)C1(COC1)COC1=C(C(NC2=CC=CC=C12)=O)C#N 4-((3-allyloxetan-3-yl)methoxy)-2-oxo-1,2-dihydroquinoline-3-carbonitrile